NC1=C(C=CC2=CC=CC=C12)N=NC=1C=NC(=CC1)C1=CC=C(C=C1)C#N 4-Amino-3-[6-(4-cyanophenyl)pyridin-3-ylazo]naphthalin